ClC=1C(=C(C=CC1)N(CC(=O)NCCC)C)C=O 2-[(3-CHLORO-2-FORMYLPHENYL)(METHYL)AMINO]-N-PROPYLACETAMIDE